3-methyl-7-(1-methyl-1H-pyrazol-4-yl)-3,6-dihydroimidazo[4,5-d]pyrrolo[2,3-b]pyridin-2(1H)-one CN1C(NC2=C3C(=NC=C21)NC(=C3)C=3C=NN(C3)C)=O